(Z)-5-(3-(3-(piperidine-1-carbonyl)pyrazolo[1,5-a]pyridin-7-yl)benzylidene)thiazolidine-2,4-dione N1(CCCCC1)C(=O)C=1C=NN2C1C=CC=C2C=2C=C(\C=C/1\C(NC(S1)=O)=O)C=CC2